CCCCCCCCCCCCCCCCC(=O)OC[C@H](COP(=O)(O)OC[C@@H](C(=O)O)N)OC(=O)CCC/C=C\C/C=C\C/C=C\C/C=C\C/C=C\CC 1-heptadecanoyl-2-(5Z,8Z,11Z,14Z,17Z-eicosapentaenoyl)-glycero-3-phosphoserine